N-Ethyl-N-[2-(5-fluoro-1H-indol-3-yl)ethyl]cyclopropylamine C(C)N(CCC1=CNC2=CC=C(C=C12)F)C1CC1